ClC1=CC(=C(C=C1)O)/C=N/C(C(C)C)O (E)-4-chloro-2-((1-hydroxy-2-methylpropyl-imino)methyl)phenol